C(C1=CC=CC=C1)(=O)NCCCC[C@H](N)C(=O)O N6-benzoyl-L-lysine